C1=CC=C(C=C1)C2=NN(N([NH2+]2)C3=CC=C(C=C3)[N+](=O)[O-])C4=CC=C(C=C4)[N+](=O)[O-].O.[Cl-] 2,3-bis(4-nitrophenyl)-5-phenyltetrazolium chloride hydrate